diethylaminide C(C)[N-]CC